tert-butyl rac-(1-(5-bromopyridin-2-yl)-2-methoxyethyl)(methyl)carbamate BrC=1C=CC(=NC1)[C@H](COC)N(C(OC(C)(C)C)=O)C |r|